4-((4-([1,2,4]triazolo[4,3-c]pyrimidin-7-yloxy)-3-fluorophenyl)amino)-7-methoxyquinazolin-6-ol N=1N=CN2C=NC(=CC21)OC2=C(C=C(C=C2)NC2=NC=NC1=CC(=C(C=C21)O)OC)F